tert-butyl (5-((3-(4-((tert-butyldimethylsilyl)oxy)butoxy)pyridin-4-yl)ethynyl)-8-(methylamino)-2,7-naphthyridin-3-yl)carbamate [Si](C)(C)(C(C)(C)C)OCCCCOC=1C=NC=CC1C#CC1=C2C=C(N=CC2=C(N=C1)NC)NC(OC(C)(C)C)=O